[Mo+2].COC1=CC(=NC=C1)NC1=CC(=NC(=N1)C=1C=NN(C1)C)N1CC2(C1)CCN(CC2)C(C)=O 1-(2-(6-((4-methoxypyridin-2-yl)amino)-2-(1-methyl-1H-pyrazol-4-yl)pyrimidin-4-yl)-2,7-diazaspiro[3.5]nonan-7-yl)ethan-1-one molybdenum (II)